1-ethyldithiobenzoate C(C)C1(C(=S)[S-])CC=CC=C1